C(C1=CC=CC=C1)OC(=O)N1C(CCCC1)C1=NC(=C(C(=C1)O)C#N)C1=CC=C(C=C1)Br (6-(4-bromophenyl)-5-cyano-4-hydroxypyridin-2-yl)piperidine-1-carboxylic acid benzyl ester